methyl (2S)-2-(3-acetyl-3-azabicyclo[3.3.1]nonane-9-carboxamido)-9-(5,6,7,8-tetrahydro-1,8-naphthyridin-2-yl)nonanoate C(C)(=O)N1CC2CCCC(C1)C2C(=O)N[C@H](C(=O)OC)CCCCCCCC2=NC=1NCCCC1C=C2